O.O.O.[Ir] Iridium trihydrate